(3-methoxy-4-(4-oxo-3,5,7,8-tetrahydro-4H-thiopyrano[4,3-d]pyrimidin-2-yl)phenyl)boronic acid COC=1C=C(C=CC1C=1NC(C2=C(N1)CCSC2)=O)B(O)O